ClC1=CC=C(S1)C(C#N)=C1CCN(CC1)C(=O)N1CC2=C(CC1)NN=C2 2-(5-chlorothiophen-2-yl)-2-(1-(4,5,6,7-tetrahydro-1H-pyrazolo[4,3-c]pyridine-5-carbonyl)piperidin-4-ylidene)acetonitrile